BrC=1C=C(C=CC1)C#CCCCO 5-(3-bromophenyl)pent-4-yn-1-ol